BrC1=NC=CC(=C1)SCCC 2-bromo-4-(propylthio)pyridine